N=1C(=CN2C1C=CC=C2)C=2C=C(C=CC2)NC(=O)N2CCNCC2 N-(3-imidazo[1,2-a]pyridin-2-ylphenyl)piperazine-1-carboxamide